CC=1OC(=CN1)C1=CC(=C2C=CC=NC2=C1)C1(COC1)C1=C(C(=O)N)C=CC=C1 (3-(7-(2-methyloxazol-5-yl)quinolin-5-yl)oxetan-3-yl)benzamide